tert-butyl 5-(7-(6-(bis(4-methoxybenzyl)amino)-4-methylpyridin-2-yl)-6-chloro-2,8-difluoroquinazolin-4-yl)-2,5-diazabicyclo[2.2.1]heptane-2-carboxylate COC1=CC=C(CN(C2=CC(=CC(=N2)C2=C(C=C3C(=NC(=NC3=C2F)F)N2C3CN(C(C2)C3)C(=O)OC(C)(C)C)Cl)C)CC3=CC=C(C=C3)OC)C=C1